C(CCCCCCCC)C(COCCOCCOCCOCCOCCOCCO)O n-nonyl-heptaethylene glycol